BrC1=CC=C(C=C1)CCC1=CC=C(C=C1)Br 1,2-bis(4-bromophenyl)ethane